4-(methylsulfonyl)-1-(benzenesulfonyl)-1H-indol-7-amine CS(=O)(=O)C1=C2C=CN(C2=C(C=C1)N)S(=O)(=O)C1=CC=CC=C1